3-(ethoxymethyl)-3-phenethylazetidine C(C)OCC1(CNC1)CCC1=CC=CC=C1